BrC=1C=NN(C1)CCC1CCN(CC1)C1=CC=C(C(=O)OC(C)(C)C)C=C1 tert-butyl 4-[4-[2-(4-bromopyrazol-1-yl)ethyl]-1-piperidyl]benzoate